CC(C)(C#CC(C)(OO)C)OO 2,5-dimethyl-2,5-dihydroperoxyhexyne